[2-(3-chloro-2-pyridinyl)-5-(trifluoromethyl)pyrazol-3-yl]-5-methyl-1H-pyrazolo[3,4-f][3,1]benzoxazin-9-one ClC=1C(=NC=CC1)N1N=C(C=C1N1N=CC=2C=C(C3=C(C(OC=N3)=O)C21)C)C(F)(F)F